C1C(CC2=CC=CC=C12)[C@H](C(=O)N[C@H](C(=O)NCC1=CC=C(C=C1)C(NC)=N)C)NC(OC(C)(C)C)=O tert-Butyl ((R)-1-(2,3-dihydro-1H-inden-2-yl)-2-(((S)-1-((4-(N-methyl carbamimidoyl)benzyl)amino)-1-oxopropan-2-yl)amino)-2-oxoethyl)carbamate